C(C(C)C)OC=1C=CC=2N(C3=CC=CC=C3SC2C1)CCN(C)C [2-(3-isobutoxy-10H-phenothiazin-10-yl)ethyl]dimethylamine